(R)-4-Cyano-N-((2-(3-(dimethylamino)-2-oxopyridin-1(2H)-yl)-1,6-naphthyridin-7-yl)methyl)-4-methylisochromane-6-carboxamide C(#N)[C@@]1(COCC2=CC=C(C=C12)C(=O)NCC1=NC=C2C=CC(=NC2=C1)N1C(C(=CC=C1)N(C)C)=O)C